(S)-3-amino-4,4-dimethylpentanoic acid N[C@@H](CC(=O)O)C(C)(C)C